(+/-)-camphor CC1(C2CCC1(C(=O)C2)C)C